2-(4-Chloro-phenyl)-N-{7-fluoro-2-[(2-methoxy-ethyl)-methyl-amino]-4-oxo-4H-quinazolin-3-yl}-acetamide ClC1=CC=C(C=C1)CC(=O)NN1C(=NC2=CC(=CC=C2C1=O)F)N(C)CCOC